N-({1-ethyl-2-[3-(phenylamino)prop-1-yn-1-yl]-1H-indol-5-yl}methyl)-1-methanesulfonylpiperidin-4-amine C(C)N1C(=CC2=CC(=CC=C12)CNC1CCN(CC1)S(=O)(=O)C)C#CCNC1=CC=CC=C1